(S)-3-methylpiperidine HCl Cl.C[C@@H]1CNCCC1